(2R,4S)-N-((2S)-1-((5-(aminomethyl)-2,3-dihydro-1H-inden-1-yl)amino)-1-oxopropan-2-yl)-4-benzylpyrrolidine-2-carboxamide NCC=1C=C2CCC(C2=CC1)NC([C@H](C)NC(=O)[C@@H]1NC[C@H](C1)CC1=CC=CC=C1)=O